C(CCCCC)C(CCCCCCCC)OC(CCCCCCCN(CCN1CCN(CC1)CCN(CCCCCCCC(=O)OC(CCCCCCCC)CCCCCC)CCCCCC(OCCCCCCCCCCC)=O)CCCCCC(OCCCCCCCCCCC)=O)=O 1-hexylnonyl 8-[2-[4-[2-[[8-(1-hexylnonoxy)-8-oxo-octyl]-(6-oxo-6-undecoxy-hexyl) amino]ethyl]piperazin-1-yl]ethyl-(6-oxo-6-undecoxy-hexyl)amino]octanoate